FC=1C(=CC=2C3=C(NC(C2C1)=O)COC[C@H]3N(C(=O)C3CC1=CC(=C(C=C1C3)F)F)C)F (S)-N-(8,9-difluoro-6-oxo-1,4,5,6-tetrahydro-2H-pyrano[3,4-c]isoquinolin-1-yl)-5,6-difluoro-N-methyl-2,3-dihydro-1H-indene-2-carboxamide